ethyl (E)-3-[3-[(1R)-1-hydroxyethyl]-1,2,4-oxadiazol-5-yl]prop-2-enoate O[C@H](C)C1=NOC(=N1)/C=C/C(=O)OCC